ClC=1C=CC=2C(=NC(=CN2)NCC2=C3C=CNC3=CC=C2)N1 6-chloro-N-(1H-indol-4-ylmethyl)pyrido[2,3-b]pyrazin-3-amine